N1N=CC(=C1)C1=CC2=C(N=C(S2)NC2=CC=CC(=N2)C(=O)NC2CNCC2)C=C1 6-((6-(1H-pyrazol-4-yl)benzo[d]thiazol-2-yl)amino)-N-(pyrrolidin-3-yl)picolinamide